BrC1=C2C=NN(C2=CC=C1)C1CCN(CC1)C(=O)OC(C)(C)C tert-Butyl 4-(4-bromo-1H-indazol-1-yl)piperidine-1-carboxylate